Methyl 2-chloro-3-(3-chlorophenyl)-3-oxopropionate ClC(C(=O)OC)C(=O)C1=CC(=CC=C1)Cl